2-(2,6-dioxo-piperidin-3-yl)-4-fluoro-isoindole O=C1NC(CCC1N1C=C2C=CC=C(C2=C1)F)=O